FC(C(=O)O)(F)F.ClC=1C=2N(C=CC1SC1=CN=C(C=3N1C=NC3)N3CCC1([C@@H](C=4N(N=CC4)C1)N)CC3)C=CN2 (S)-1-(5-((8-chloroimidazo[1,2-a]pyridin-7-yl)thio)imidazo[1,5-a]pyrazin-8-yl)-4'H,6'H-spiro[piperidine-4,5'-pyrrolo[1,2-b]pyrazol]-4'-amine (trifluoroacetate)